CC1CC=2C(C3=CC=CC=C3C(C2CC1C)=O)=O 2,3-dimethyl-tetrahydroanthraquinone